di-tert-butyl ((4S)-5-(5-fluoro-3-phenyl-1H-indole-2-carboxamido)-2-hydroxypentane-1,4-diyl)dicarbamate FC=1C=C2C(=C(NC2=CC1)C(=O)NC[C@H](CC(CNC(OC(C)(C)C)=O)O)NC(OC(C)(C)C)=O)C1=CC=CC=C1